tert-butyl 2,9,9-trimethyl-6-(2-((methylsulfonyl)oxy)ethyl)acridine-10(9H)-carboxylate CC1=CC=2C(C3=CC=C(C=C3N(C2C=C1)C(=O)OC(C)(C)C)CCOS(=O)(=O)C)(C)C